FC(C(F)F)(F)CC(F)(F)F 1,1,2,2-tetrafluoroethyl-2,2,2-trifluoroethane